(3R,8S*)-tert-butyl 11,11-difluoro-8-(((methoxy carbonyl)amino)methyl)-3-methyl-3,4,8,9,10,11-hexahydro-1H-pyrido[4',3':3,4]pyrazolo[1,5-a]azepine-2(7H)-carboxylate FC1(C=2N(C[C@@H](CC1)CNC(=O)OC)N=C1C2CN([C@@H](C1)C)C(=O)OC(C)(C)C)F |o1:5|